CC(=C[Ni]C=C(C=C(C)C)C)C=C(C)C bis(2,4-dimethylpentadienyl)nickel